NC(C(C(CC1CC1)NC(=O)C1C2C(C2CN1C(C(C(C)C)NC(C(F)(F)F)=O)=O)(C)C)=O)=O N-[3-amino-1-(cyclopropylmethyl)-2,3-dioxo-propyl]-6,6-dimethyl-3-[3-methyl-2-[(2,2,2-trifluoroacetyl)amino]butanoyl]-3-azabicyclo[3.1.0]hexane-2-carboxamide